2-(2-amino-6-((1-ethylpiperidin-4-yl)amino)-9H-purin-9-yl)-N-(1-ethyl-3-methyl-1H-pyrazol-5-yl)acetamide NC1=NC(=C2N=CN(C2=N1)CC(=O)NC1=CC(=NN1CC)C)NC1CCN(CC1)CC